BrC1=C(C=CC(=C1)C)CCl 2-bromo-1-(chloromethyl)-4-methylbenzene